C(CC)(=O)OC(C(=O)OCC(CCC)C)(C)C 2-methylpentyl α-propanoyloxyisobutyrate